N1=CN=C2C1=CC=C1C2=CC=C2C1=NC=N2 Benzimidazobenzimidazole